C(C)(=O)OC1=C2[C@H]3CC[C@@H](C2=C(C=C1)O)C3 (1R,4S)-8-hydroxy-1,2,3,4-tetrahydro-1,4-methano-naphthalen-5-yl acetate